C1(C=CC(C=C1)CC1=CC=C(C=C1)S(=O)(=O)N)CC1=CC=C(C=C1)S(=O)(=O)N (cyclohexa-2,5-diene-1,4-diyl)bis(4-toluenesulfonamide)